C(C)C([C@@H](C(=O)O)N(C)C(=O)OCC1C2=CC=CC=C2C=2C=CC=CC12)CC (2S)-3-ethyl-2-[9H-fluoren-9-ylmethoxycarbonyl(methyl)amino]pentanoic acid